NC1=NC=CC(=C1Cl)SC1=C(N=C(C(=N1)CO)N1CCC2([C@@H]([C@@H](OC2)C)N)CC1)C {6-[(2-amino-3-chloropyridin-4-yl)sulfanyl]-3-[(3S,4S)-4-amino-3-methyl-2-oxa-8-azaspiro[4.5]decan-8-yl]-5-methylpyrazin-2-yl}methanol